C(C)(C)(C)C=1C=CC(=C(C1)N1N=C2C(=N1)C=CC=C2)O 2-(5-t-butyl-2-hydroxyphenyl)benzotriazole